N-decyl-4-(dimethylamino)-N-(1-oxohexadecan-7-yl)butyramide 2-(2-Ethoxyethoxy)ethylacrylat C(C)OCCOCCOC(C=C)=O.C(CCCCCCCCC)N(C(CCCN(C)C)=O)C(CCCCCC=O)CCCCCCCCC